[Sn].S1C(=CC=C1)CN(C(=O)OC=1C=CC=C(C1)N(C)C)CC=1SC=CC1 5-[bis(thienylmethyl)aminocarbonyloxy]dimethylaminobenzene tin